C(C)OC(C(=O)O)(CC)C 2-ETHOXY-2-METHYLBUTANOIC ACID